6-cyclohexyl-1,3-benzothiazol-2-amine C1(CCCCC1)C1=CC2=C(N=C(S2)N)C=C1